OC(C)(C)C=1C(=CC2=CN(N=C2C1)CCCOC(F)(F)F)NC(=O)C1=NC(=CC=C1)C(F)(F)F N-{6-(2-hydroxy-prop-2-yl)-2-[3-(trifluoromethoxy)propyl]-2H-indazol-5-yl}-6-(trifluoromethyl)pyridine-2-carboxamide